FC1=CN=C(C2=CC(=CC=C12)C)C(C)(C)NC(=O)[C@@H]1CN[C@@H](CO1)CO (2S,5R)-N-(2-(4-fluoro-7-methylisoquinolin-1-yl)propan-2-yl)-5-(hydroxymethyl)morpholine-2-carboxamide